butoxy-7-(4-(1-methylpyrrolidin-3-yl)benzyl)imidazo[2,1-f][1,2,4]triazin-4-amine C(CCC)OC1=NN2C(C(=N1)N)=NC=C2CC2=CC=C(C=C2)C2CN(CC2)C